9-(Cyclohexylmethyl-amino)-2-((S)-1-[1,4]dioxan-2-ylmethoxy)-6,7-dihydro-pyrimido[6,1-a]isoquinolin-4-one C1(CCCCC1)CNC=1C=C2CCN3C(C2=CC1)=CC(=NC3=O)OC[C@H]3OCCOC3